3-benzoyl-3-hydroxy-2-methoxy-2,3-dihydro-1H-benzo[f]Isoindol-1-one C(C1=CC=CC=C1)(=O)C1(N(C(C=2C=C3C(=CC12)C=CC=C3)=O)OC)O